4-(4-chlorophenyl)-6-hydroxy-1-(3-(pyridin-4-yl)bicyclo[1.1.1]pentan-1-yl)piperidin-2-one ClC1=CC=C(C=C1)C1CC(N(C(C1)O)C12CC(C1)(C2)C2=CC=NC=C2)=O